ClC=1C=C2C(=CNC2=CC1)N1CCN(CC1)C(=O)N1C[C@@H]2[C@@H](OCC(N2)=O)CC1 |r| rac-cis-6-(4-(5-chloro-1H-indol-3-yl)piperazine-1-carbonyl)hexahydro-2H-pyrido[4,3-b][1,4]oxazin-3(4H)-one